C1(CC1)C1=NC=C(C(=N1)O[C@H]1C(CCC1)(F)F)C(=O)N[C@@H](C)\C=C\S(=O)(=O)C 2-cyclopropyl-4-(((R)-2,2-difluorocyclopentyl)oxy)-N-((S,E)-4-(methylsulfonyl)but-3-en-2-yl)pyrimidine-5-carboxamide